4,5-bis(n-octyldithio)-1,2,3-thiadiazole C(CCCCCCC)SSC=1N=NSC1SSCCCCCCCC